Methyl 2-(3-(N-((4-(3-methyl-1,2,4-oxadiazol-5-yl)bicyclo[2.2.2]octan-1-yl)methyl)cyclohexanecarboxamido)phenyl)cyclopropane-1-carboxylate CC1=NOC(=N1)C12CCC(CC1)(CC2)CN(C(=O)C2CCCCC2)C=2C=C(C=CC2)C2C(C2)C(=O)OC